1-(4-(5-((4-amino-2-(pentan-3-ylamino)imidazo[2,1-f][1,2,4]triazin-7-yl)methyl)-3-methylpyridin-2-yl)piperazin-1-yl)-2-(methylamino)ethan-1-one NC1=NC(=NN2C1=NC=C2CC=2C=C(C(=NC2)N2CCN(CC2)C(CNC)=O)C)NC(CC)CC